O[C@H]1C=2N(CC[C@@H]1[C@H]1N3C(C4=CC=CC=C14)=CN=C3)N=CC2C#N (4R,5R)-4-Hydroxy-5-((R)-5H-imidazo[5,1-a]isoindol-5-yl)-4,5,6,7-tetrahydropyrazolo[1,5-a]pyridin-3-carbonitril